2-Chloro-N-(3-{[(6-chloro-3-oxo-3,4-dihydro-2H-1,4-benzoxazin-7-yl)amino]methyl}phenyl)benzamid ClC1=C(C(=O)NC2=CC(=CC=C2)CNC2=CC3=C(NC(CO3)=O)C=C2Cl)C=CC=C1